β-(N,N-diethylamino)propyltrimethoxysilane C(C)N(CC)C(C[Si](OC)(OC)OC)C